C(C)(C)(C)OC(=O)N1C[C@H]([C@H](CC1)C(=O)O)C (3S,4S)-1-(tert-Butoxycarbonyl)-3-methylpiperidine-4-carboxylic acid